B([O-])(O)O.FC(C(=O)O)C(=O)O.FC(C(=O)O)C(=O)O.[Li+] lithium bis(2-fluoromalonate) borate